(S)-4-((9-((1-(5-(2-(diisopropylcarbamoyl)-4-fluorophenoxy)pyrimidine-4-yl)pyrrolidin-3-yl)methyl)-3,9-diazaspiro[5.5]undec-3-yl)sulfonyl)piperazine-1-carboxylic acid tert-butyl ester C(C)(C)(C)OC(=O)N1CCN(CC1)S(=O)(=O)N1CCC2(CC1)CCN(CC2)C[C@H]2CN(CC2)C2=NC=NC=C2OC2=C(C=C(C=C2)F)C(N(C(C)C)C(C)C)=O